lauryl ether glycolate C(CO)(=O)O.C(CCCCCCCCCCC)OCCCCCCCCCCCC